5-aza-7-deazapurine N=1C=NC2=NC=CN2C1